1,1-dioxido-2,3-dihydrothiophen-3-yl 2-methoxy-4-phenoxybenzenesulfonate COC1=C(C=CC(=C1)OC1=CC=CC=C1)S(=O)(=O)OC1CS(C=C1)(=O)=O